BrC=1C(=NC=C(C(=O)OC)C1)NCCCCNC(=O)OC(C)(C)C methyl 5-bromo-6-((4-((tert-butoxycarbonyl)amino)butyl)amino)nicotinate